3-(1H-imidazol-1-yl)propenamide N1(C=NC=C1)C=CC(=O)N